(S)-1-(3-(4-amino-7-chloro-3-((3-chloro-5-methoxyphenyl)ethynyl)-1H-pyrazolo[4,3-c]pyridin-1-yl)pyrrolidin-1-yl)prop-2-en-1-one NC1=NC=C(C2=C1C(=NN2[C@@H]2CN(CC2)C(C=C)=O)C#CC2=CC(=CC(=C2)OC)Cl)Cl